2-(7-(8-ethynyl-7-fluoronaphthalen-1-yl)-8-fluoro-2-(((2R,7aR)-2-fluoro-6-methylenetetrahydro-1H-pyrrolizin-7a(5H)-yl)methoxy)pyrido[4,3-d]pyrimidin-4-yl)-2,5-diazabicyclo[2.2.2]octane C(#C)C=1C(=CC=C2C=CC=C(C12)C1=C(C=2N=C(N=C(C2C=N1)N1C2CNC(C1)CC2)OC[C@@]21CC(CN1C[C@@H](C2)F)=C)F)F